racemic-4,4,5,5-tetramethyl-2-[(1S,2S)-2-phenylcyclopropyl]-1,3,2-dioxaborolane CC1(OB(OC1(C)C)[C@@H]1[C@H](C1)C1=CC=CC=C1)C |r|